C(C1=CC=CC=C1)NC(N(CCN1CCOCC1)C1=C(C=C(C(=O)NC2=CC=C(C=C2)Cl)C=C1)C)=O 4-{3-benzyl-1-[2-(4-morpholinyl)ethyl]ureido}-N-(4-chlorophenyl)-3-methylbenzamide